C/C(/C(=O)O)=C/C 2-methyl-isocrotonic acid